N-(3-{6-oxo-4-[5-(2-propoxyethoxy)pyridin-2-yl]-1,6-dihydropyrimidin-2-yl}-4-(trifluoromethyl)benzyl)isobutyramide O=C1C=C(N=C(N1)C=1C=C(CNC(C(C)C)=O)C=CC1C(F)(F)F)C1=NC=C(C=C1)OCCOCCC